FC=1C=C(C=C(C1)F)C[C@@H](C(=O)OCC(CCCCCCC)CCCCCCC)N[P@](=O)(OC1=CC=CC=C1)OC1=C(C(=C(C(=C1F)F)F)F)F 2-heptylnonyl (S)-3-(3,5-difluorophenyl)-2-(((S)-(perfluorophenoxy)(phenoxy)phosphoryl)amino)propanoate